1,2-bis(o-aminophenoxy)-ethane NC1=C(OCCOC2=C(C=CC=C2)N)C=CC=C1